N[C@H](CC(=O)O)CC1=CSC=C1 (S)-3-amino-4-(3-thienyl)-butyric acid